rac-4-(2-((3aR,5r,6aS)-5-benzyl-5-methoxyhexa-hydrocyclopenta[c]pyrrol-2(1H)-yl)-1-hydroxyethyl)phenol C(C1=CC=CC=C1)C1(C[C@@H]2[C@@H](CN(C2)CC(O)C2=CC=C(C=C2)O)C1)OC